The molecule is a hydroxy fatty acid anion that is the conjugate base of 3-hydroxybutyric acid, obtained by deprotonation of the carboxy group; major species at pH 7.3. It has a role as a human metabolite. It derives from a butyrate. It is a conjugate base of a 3-hydroxybutyric acid. CC(CC(=O)[O-])O